OCCOC1=C(C=C(C=C1)C1(C2=CC=CC=C2C=2C=CC=CC12)C1=CC(=C(C=C1)OCCO)C(C)C)C(C)C 9,9-bis[4-(2-hydroxyethoxy)-3-isopropylphenyl]fluorene